COC(=O)C1=CSC2=C1N=C(N=C2)NC2=CC=C(C=C2)N2CCOCC2.C(C)(C)(C)OOC2(CCCCC2)OOC(C)(C)C 1,1-di-(t-butylperoxy)cyclohexane methyl-2-(4-morpholinophenylamino)thieno[3,2-d]pyrimidine-7-carboxylate